N-(2-chloropropyl)-N,N-dimethylammonium chloride [Cl-].ClC(C[NH+](C)C)C